6-(1-((3,3-dimethyl-2,3-dihydrobenzofuran-5-yl)sulfonyl)-1,2,3,6-tetrahydropyridin-4-yl)-7-methyl-[1,2,4]triazolo[1,5-a]pyridine CC1(COC2=C1C=C(C=C2)S(=O)(=O)N2CCC(=CC2)C=2C(=CC=1N(C2)N=CN1)C)C